C1(CCCC1)N(C(C)=O)C1=CC=C(OC=2C=C(C(=O)N)C=CC2)C=C1 3-(4-(N-cyclopentylacetamido)phenoxy)-benzamide